5-(1-(2-cyclohexylethyl)piperidin-3-yl)-2-(2-methoxyquinolin-8-yl)-2,4-dihydro-3H-1,2,4-triazol-3-one C1(CCCCC1)CCN1CC(CCC1)C=1NC(N(N1)C=1C=CC=C2C=CC(=NC12)OC)=O